C(C)OC1(NC2=NC=CN=C2C(N1)=O)N 2-ethoxypterin